[3-(methacryloyloxy)propyl]trimethylammonium C(C(=C)C)(=O)OCCC[N+](C)(C)C